3-(N-(2-(ethyloxycarbonyl)ethyl)amino)propyltrimethoxysilane C(C)OC(=O)CCNCCC[Si](OC)(OC)OC